O.C(\C=C/C(=O)O)(=O)O monomaleate monohydrate